C(CC)O[Si](O[Si](OCCC)(OCCC)CCCN([Si](C)(C)C)C1=CC=CC=C1)(OCCC)CCCN([Si](C)(C)C)C1=CC=CC=C1 N,N'-((1,1,3,3-tetrapropoxydisiloxane-1,3-diyl)bis(propane-3,1-diyl))bis(1,1,1-trimethyl-N-phenylsilaneamine)